N-[(3S,4R,5S)-1-(6-benzyloxyhexyl)-4,5-dihydroxy-3-piperidinyl]acetamide C(C1=CC=CC=C1)OCCCCCCN1C[C@@H]([C@H]([C@H](C1)O)O)NC(C)=O